FC=1C=CC(=NC1)CO (5-fluoropyridin-2-yl)methanol